2-(4'-chloro-[1,1'-biphenyl]-4-yl)naphthalene ClC1=CC=C(C=C1)C1=CC=C(C=C1)C1=CC2=CC=CC=C2C=C1